ClC1=CC2=C(NC(=N2)CNC=2C=3N(N=C(C2)N2CCN(CC2)C)C(=CN3)C=3C=NN(C3)C(C)C)C=C1Cl N-((5,6-dichloro-1H-benzo[d]imidazol-2-yl)methyl)-3-(1-isopropyl-1H-pyrazol-4-yl)-6-(4-methylpiperazin-1-yl)imidazo[1,2-b]pyridazin-8-amine